2-(6-methylpyrid-3-yl)-5-nitrobenzonitrile CC1=CC=C(C=N1)C1=C(C#N)C=C(C=C1)[N+](=O)[O-]